N1=C(C=CC=C1)CNC1=C(C=CC=C1)NCC1=NC=CC=C1 N,N'-Di(pyridin-2-ylmethyl)-1,2-diaminobenzol